COC(C1=C(N=CC(=C1C)C(F)(F)F)OC=1C(=NC(=CC1)Cl)C)=O 2-((6-chloro-2-methylpyridin-3-yl)oxy)-4-methyl-5-(trifluoromethyl)nicotinic acid methyl ester